FC(C=1C(=C(C=CC1)[C@@H](C)NC=1C2=C(N=CN1)N(C(C(=C2)C21CN(CC1C2)C(=O)OC(C)(C)C)=O)C)F)F tert-butyl 1-(4-{[(1R)-1-[3-(difluoromethyl)-2-fluorophenyl]ethyl]amino}-8-methyl-7-oxo-7H,8H-pyrido[2,3-d]pyrimidin-6-yl)-3-azabicyclo[3.1.0]hexane-3-carboxylate